sodium 3-chloro-2-cyclopropylpyridine-4-thiolate ClC=1C(=NC=CC1[S-])C1CC1.[Na+]